C(C1=CC=CC=C1)OC(=O)N1[C@H](CN(CC1)C=1C2=C(N=C(N1)Cl)CNCC2)CC#N (2S)-4-(2-chloro-5,6,7,8-tetrahydropyrido[3,4-d]pyrimidin-4-yl)-2-(cyanomethyl)piperazine-1-carboxylic acid benzyl ester